2-(4-bromophenyloxy)-5-nitropyridine BrC1=CC=C(C=C1)OC1=NC=C(C=C1)[N+](=O)[O-]